N-(4-methylbenzyl)-1,1-diphenylmethanimine-15N CC1=CC=C(C[15N]=C(C2=CC=CC=C2)C2=CC=CC=C2)C=C1